[Ti].N1C(CSCC1)C(=O)N thiomorpholine-3-carboxamide titanium